1,3-Dibutylpyrrolium cyanid [C-]#N.C(CCC)[NH+]1C=C(C=C1)CCCC